FC1=C(CNC(=O)C2COC3=CC=CC=C3C2)C=CC=C1 N-(2-fluorobenzyl)chroman-3-carboxamide